2'-O-ethyl-Adenosine C(C)O[C@H]1[C@@H](O[C@@H]([C@H]1O)CO)N1C=NC=2C(N)=NC=NC12